(S)-1-ethynyl-N-(1-methylcyclopropyl)-4-((2-methylthiazol-5-yl)methyl)-5-oxo-1,2,4,5-tetrahydroimidazo[1,2-a]quinazoline-7-sulfonamide C(#C)[C@H]1CN=C2N1C1=CC=C(C=C1C(N2CC2=CN=C(S2)C)=O)S(=O)(=O)NC2(CC2)C